FC1=C2C=CN(C2=C(C=C1)C)[C@H]1C[C@@H](CCC1)C1=CC=NC=C1 4-fluoro-7-methyl-N-((1R,3R)-3-(pyridin-4-yl)cyclohexyl)-1H-indole